1-methyl-2-oxo-4-{4-[3-(pyridin-3-yl)-1,2,4-oxadiazol-5-yl]piperidin-1-yl}-1,2-dihydroquinoline-3-carbonitrile CN1C(C(=C(C2=CC=CC=C12)N1CCC(CC1)C1=NC(=NO1)C=1C=NC=CC1)C#N)=O